OCCC1=CC(=C(C(=C1)O)C)N 5-(2-hydroxyethyl)-aminocresol